ClC1=CC2=C(C=3N(CCO2)C2=C(C3)C(=NC=N2)N)C=N1 3-Chloro-6,7-dihydropyrido[3,4-F]pyrimido[5',4':4,5]pyrrolo[1,2-d][1,4]oxazepin-12-amine